Cl.O=C1N(CC2=C1N(C=1N(C2=O)N=C(C1)[C@H]1CNCC1)CC(=O)NC1=NC=C(C=C1)F)C(C)C |r| 2-{5,8-dioxo-6-(propan-2-yl)-2-[(+-)-pyrrolidin-3-yl]-5,6,7,8-tetrahydro-4H-pyrazolo[1,5-a]pyrrolo[3,4-d]pyrimidin-4-yl}-N-(5-fluoropyridin-2-yl)-acetamide hydrochloride